C1(=CC=CC=C1)CC(C#N)C=1SC=CC1 3-phenyl-2-(thien-2-yl)propionitrile